antimonyl-triamide [Sb](=O)([NH-])([NH-])[NH-]